1-(1-{5-chloro-2-[6-(4-isobutylpiperazin-1-yl) pyridin-3-yl] phenyl} piperidin-3-yl)-5-(difluoromethyl)-1H-pyrazole-4-carboxylate ClC=1C=CC(=C(C1)N1CC(CCC1)N1N=CC(=C1C(F)F)C(=O)[O-])C=1C=NC(=CC1)N1CCN(CC1)CC(C)C